[Li+].[O-2].[O-2].[O-2].[V] lithium vanadate